(R)-1-(bis(4-fluorophenyl)methyl)-2-methylpiperazine FC1=CC=C(C=C1)C(N1[C@@H](CNCC1)C)C1=CC=C(C=C1)F